Cl.ClC1=C(C=CC(=C1)Cl)S(=O)(=O)N1CC(C1)(CNC[C@@H]1OCCC1)COC1=CC(=C(C#N)C=C1)F (R)-4-((1-((2,4-dichlorophenyl)sulfonyl)-3-((((tetrahydrofuran-2-yl)methyl)amino)methyl)azetidin-3-yl)methoxy)-2-fluorobenzonitrile hydrochloride